FC1=C(N=CC2=C1N=C(N=C2)OC[C@H]2N(CCC2)C)C2=CC=CC1=CC=C(C=C21)F 8-fluoro-7-(7-fluoronaphthalen-1-yl)-2-(((S)-1-methylpyrrolidin-2-yl)methoxy)pyrido[4,3-d]pyrimidin